C(C)(C)C(C(=O)N)=C isopropyl-acrylamide